(E)-1-(2,4-dimethoxyphenyl)-3-(3-methoxyphenyl)prop-2-en-1-one COC1=C(C=CC(=C1)OC)C(\C=C\C1=CC(=CC=C1)OC)=O